C1=CC=CC=C1 [6]annulene